1,1,1-Tris(4-cyanatophenyl)ethan O(C#N)C1=CC=C(C=C1)C(C)(C1=CC=C(C=C1)OC#N)C1=CC=C(C=C1)OC#N